COC(CCCCC(C#C[Si](C)(C)C)=O)=O 6-oxo-8-trimethylsilyl-oct-7-ynoic acid methyl ester